(2-chloro-3-mercaptophenyl)pyrimidine-2-formamide ClC1=C(C=CC=C1S)C1=NC(=NC=C1)C(=O)N